methyl 3-(2,2-difluoroethoxy)-2-nitrobenzoate FC(COC=1C(=C(C(=O)OC)C=CC1)[N+](=O)[O-])F